2-(3-(2-((2S,3R)-3-hydroxy-2-methylazetidin-1-yl)-6,7-dihydro-5H-cyclopenta[d]pyrimidin-4-yl)phenyl)cyclopropane-1-carboxamide O[C@H]1[C@@H](N(C1)C=1N=C(C2=C(N1)CCC2)C=2C=C(C=CC2)C2C(C2)C(=O)N)C